Cl.C1(CC1)C1=CC(=NN1)NC1=NC(=NC2=CC=CC=C12)C1=CC=C(C=C1)CNC N-(5-cyclopropyl-1H-pyrazol-3-yl)-2-(4-((methylamino)methyl)phenyl)quinazolin-4-amine hydrogen chloride